(3S,4R)-1-[(4-chloro-3,5-difluoro-1H-indol-2-yl)carbonyl]-4-fluoropyrrolidin-3-amine ClC1=C2C(=C(NC2=CC=C1F)C(=O)N1C[C@@H]([C@@H](C1)F)N)F